CN1C(C2=CC(=CC(=C2C=C1C1=CN(C=C1)C1=CC=CC=C1)C(C)NC1=C(C(=O)O)C=CC=C1)C)=O 2-((1-(2,7-dimethyl-1-oxo-3-(1-phenyl-1H-pyrrol-3-yl)-1,2-dihydroisoquinolin-5-yl)ethyl)amino)benzoic acid